9-(3-(4-chloro-6-(naphthalen-2-yl)-1,3,5-triazin-2-yl)phenyl)-3-phenyl-9H-carbazole ClC1=NC(=NC(=N1)C1=CC2=CC=CC=C2C=C1)C=1C=C(C=CC1)N1C2=CC=CC=C2C=2C=C(C=CC12)C1=CC=CC=C1